1-[5-(5-benzyl-5H-imidazo[4,5-c]pyridin-2-yl)-2-methyl-4-phenyl-1H-pyrrol-3-yl]ethan-1-one C(C1=CC=CC=C1)N1C=C2C(C=C1)=NC(=N2)C2=C(C(=C(N2)C)C(C)=O)C2=CC=CC=C2